CN(C)CC=1C=2C=C3C(=NC2C=CC1CN(C([O-])=O)CC1=CC=C(C=C1)N)C1=CC2=C(C(N1C3)=O)COC([C@]2(O)CC)=O (S)-10-((dimethylamino)methyl)-4-ethyl-4-hydroxy-3,14-dioxo-3,4,12,14-tetrahydro-1H-pyrano[3',4':6,7]indolizino[1,2-b]quinolin-9-yl(4-aminobenzyl)(methyl)carbamate